COC=1C=C(C=CC1)S(=O)(=NC=1C=NC(=CC1)C1=NOC(=N1)C(F)(F)F)C (3-methoxyphenyl)(methyl)((6-(5-(trifluoromethyl)-1,2,4-oxadiazol-3-yl)pyridin-3-yl)imino)-λ6-sulfanone